C(C(O)CC(=O)[O-])(=O)[O-].[Sb+]=O.[Sb+]=O antimony oxide malate